9-fluorenylmethoxy-L-serine C1=CC=CC=2C3=CC=CC=C3C(C12)CON[C@@H](CO)C(=O)O